CC1=C(C(=O)N[C@H](C)C2=CC=CC3=CC=CC=C23)C=C(C=C1)NC(CN1CCN(CC1)C)=O (R)-2-methyl-5-(2-(4-methylpiperazin-1-yl)acetamido)-N-(1-(naphthalen-1-yl)ethyl)benzamide